bis(triethoxysilyloctyl)disulfide C(C)O[Si](OCC)(OCC)CCCCCCCCSSCCCCCCCC[Si](OCC)(OCC)OCC